O-(Tert-butyl) 1-methyl-6-(tosyloxy)-2-azaspiro[3.3]heptane-2-carbothioate CC1N(CC12CC(C2)OS(=O)(=O)C2=CC=C(C)C=C2)C(OC(C)(C)C)=S